9-(9-(4,4,5,5-tetramethyl-1,3,2-dioxaborolan-2-yl)dibenzo[b,d]Furan-3-yl)-9H-carbazole CC1(OB(OC1(C)C)C1=CC=CC2=C1C1=C(O2)C=C(C=C1)N1C2=CC=CC=C2C=2C=CC=CC12)C